CC(C)C(C(C(C)C)=O)=O 2,5-dimethylhexane-3,4-dione